Methyl 6-(azetidin-1-yl)-4-methylnicotinate N1(CCC1)C1=NC=C(C(=O)OC)C(=C1)C